[N+](=O)([O-])C1=CC2=C(N=C(O2)S)C=C1 6-nitrobenzo[d]oxazole-2-thiol